(S)-N-(1-((3-Chlorobenzyl)amino)-5-(2-fluoroacetimidamido)-1-oxopentan-2-yl)-3,5-dimethoxy-2-naphthamide ClC=1C=C(CNC([C@H](CCCNC(CF)=N)NC(=O)C2=CC3=CC=CC(=C3C=C2OC)OC)=O)C=CC1